FC=1C=C2C(=CNC(C2=CC1F)=O)[C@@H](C)N(C(=O)C=1NC2=CC=CC=C2C1)CC (R)-N-(1-(6,7-difluoro-1-oxo-1,2-dihydroisoquinolin-4-yl)ethyl)-N-ethyl-1H-indole-2-carboxamide